C(C)(C)(C)C=1C(=C(C=C(C1)C(C)(C)C)OC)OC 3,5-di-t-butyl-1,2-dimethoxybenzene